ClC=1C(=NC=CC1C1=C(C(=CC=C1)C1=NC(=C(C=C1)CNC1CCC(CC1)OC)OC)Cl)C1=CC(=C(CNC2CCN(CC2)C(C)=O)C=C1)OC 1-(4-((4-(3-chloro-4-(2-chloro-3-(6-methoxy-5-((((1s,4r)-4-methoxycyclohexyl)amino)methyl)pyridin-2-yl)phenyl)pyridin-2-yl)-2-methoxybenzyl)amino)piperidin-1-yl)ethan-1-one